N[C@H](C(=O)O)CCP(=O)(O)C(O)C1=CC=C(C=C1)OCC(=O)O (2S)-2-amino-4-({[4-(carboxymethoxy)phenyl](hydroxy)methyl}(hydroxy)phosphoryl)butanoic acid